6-[6-(2-hexyldecanoyloxy)hexyl-[2-[2-[2-[2-(2-hydroxyethoxy)ethoxy] ethoxy] ethoxy]ethyl]amino]hexyl 2-hexyldecanoate C(CCCCC)C(C(=O)OCCCCCCN(CCOCCOCCOCCOCCO)CCCCCCOC(C(CCCCCCCC)CCCCCC)=O)CCCCCCCC